FC1=C(C(=O)NC=2N(N=C3C=C(C=CC23)[C@H](C(F)(F)F)O)C2=CC=CC=C2)C=C(C(=C1)C(F)(F)F)C1=NC=CC=N1 (R or S)-2-Fluoro-N-{2-phenyl-6-[(1R)-2,2,2-trifluoro-1-hydroxyethyl]-2H-indazol-3-yl}-5-pyrimidin-2-yl-4-(trifluoromethyl)benzamide